tert-butyl-(4-fluoro-2-methoxy-5-nitrobenzene) carbamate C(N)(O)=O.C(C)(C)(C)C1=C(C=C(C(=C1)[N+](=O)[O-])F)OC